tert-butyl-p-hydroxyanisol C(C)(C)(C)C1=C(C=CC(=C1)O)OC